(R)-(3-methoxyphenyl)(methyl)(vinyl)phosphine oxide COC=1C=C(C=CC1)[P@](C=C)(C)=O